CN1N=NC2=C1C=CC(=C2C)C(C(C(=O)OC)(C)C)C2=CC(=C(C=C2)C)CN2C[C@H](OC1=NC3=CC=C(C=C3C=C1C2)C)CC methyl 3-(1,4-dimethyl-1H-benzo[d][1,2,3]triazol-5-yl)-3-(3-(((R)-2-ethyl-8-methyl-2,3-dihydro-[1,4]oxazepino[7,6-b]quinolin-4(5H)-yl)methyl)-4-methylphenyl)-2,2-dimethylpropanoate